FC1=C2C3=C(NC2=C(C=C1F)NC)N=CC(=C3N3C[C@]1(CC3)OCCN(C1)C)C=1C=C3C(C(=CN(C3=NC1)C)C(=O)O)=O 6-[5,6-difluoro-8-(methylamino)-4-[(5R)-9-methyl-6-oxa-2,9-diazaspiro[4.5]decan-2-yl]-9H-pyrido[2,3-b]indol-3-yl]-1-methyl-4-oxo-1,8-naphthyridine-3-carboxylic acid